5-(3-Chloro-5-fluoro-4-((4-methylpyrimidin-2-yl)oxy)phenyl)-6-iodo-7-methyl-7H-pyrrolo[2,3-d]pyrimidin-4-amine ClC=1C=C(C=C(C1OC1=NC=CC(=N1)C)F)C1=C(N(C=2N=CN=C(C21)N)C)I